OC(CCCC(CC=[N+](CC(CCCCCCCCC)C)[O-])C)(C)C 7-hydroxy-3,7-dimethyl-N-(2-methylundecyl)octan-1-imine oxide